4-[5-(4-benzylpiperazine-1-carbonyl)-1H-1,2,3-benzotriazol-1-yl]-6-(furan-2-yl)pyrimidine-2-amine C(C1=CC=CC=C1)N1CCN(CC1)C(=O)C1=CC2=C(N(N=N2)C2=NC(=NC(=C2)C=2OC=CC2)N)C=C1